[Si](C)(C)(C(C)(C)C)OCCC1(CCN(CC1)C=1N=C2C(=NC1)N=C(C=C2)Cl)N 4-(2-((tert-butyldimethylsilyl)oxy)ethyl)-1-(6-chloropyrido[2,3-b]pyrazin-2-yl)piperidin-4-amine